2-(7-chloroimidazo[1,5-a]pyridin-1-yl)-N-(4-(((6-cyclopropylimidazo[1,2-a]pyridin-2-yl)methyl)amino)pyrimidin-5-yl)acetamide ClC1=CC=2N(C=C1)C=NC2CC(=O)NC=2C(=NC=NC2)NCC=2N=C1N(C=C(C=C1)C1CC1)C2